N-hydroxy-4-(pyridin-2-yloxy)benzamide tert-butyl-6-methyl-4-(4,4,5,5-tetramethyl-1,3,2-dioxaborolan-2-yl)nicotinate C(C)(C)(C)OC(C1=CN=C(C=C1B1OC(C(O1)(C)C)(C)C)C)=O.ONC(C1=CC=C(C=C1)OC1=NC=CC=C1)=O